O=C1NC(CCC1N1C(C2=CC=C(C=C2C1=O)C1(CCN(CC1)CC=1N=NC=CC1)O)=O)=O 2-(2,6-dioxopiperidin-3-yl)-5-(4-hydroxy-1-(pyridazin-3-ylmethyl)piperidin-4-yl)isoindoline-1,3-dione